(S)-quinuclidin-3-yl (7-(2,4,5-trifluorophenyl)chroman-4-yl)carbamate FC1=C(C=C(C(=C1)F)F)C1=CC=C2C(CCOC2=C1)NC(O[C@@H]1CN2CCC1CC2)=O